BrC1=CC=C(C=C1)NC(C#N)(C)C 2-((4-bromophenyl)amino)-2-methylpropanenitrile